FC1=CC=C(C=C1)C(CO)C=1N=C(C2=C(N1)OC(=C2C(=O)N)C)NC2(CC2)C [1-(4-fluorophenyl)-2-hydroxyethyl]-6-methyl-4-[(1-methylcyclopropyl)amino]furo[2,3-d]pyrimidine-5-carboxamide